OC1=C(C=C(C=O)C=C1O)C=O 4,5-dihydroxyisophthalaldehyde